N-(1-(4-(dimethylamino)but-2-enoyl)pyrrolidin-3-yl)-4-((9-isopropyl-2-methyl-9H-purin-6-yl)amino)piperidine-1-carboxamide CN(CC=CC(=O)N1CC(CC1)NC(=O)N1CCC(CC1)NC1=C2N=CN(C2=NC(=N1)C)C(C)C)C